BrC=1N(C2=C(C=NNC2=O)N1)C 2-bromo-3-methyl-5H-imidazo[4,5-d]pyridazin-4-one